CC=1N=C(C2=C(N1)SC=C2C2=CC=CC=C2)NCC2=CC=C(S2)S(=O)(=O)N 5-(((2-Methyl-5-phenylthieno[2,3-d]pyrimidin-4-yl)amino)methyl)thiophene-2-sulfonamide